Boc-2,6-dimethyltyrosine C(=O)(OC(C)(C)C)N[C@@H](CC1=C(C=C(C=C1C)O)C)C(=O)O